2-N-butyryl-1,3-di-O-benzyl-6-O-(4-hydroxy-4-oxo-butyryl)-D-glucosamine C(CCC)(=O)N[C@H]1C(OCC2=CC=CC=C2)O[C@@H]([C@H]([C@@H]1OCC1=CC=CC=C1)O)COC(CCC(=O)O)=O